C1(CC1)CN1C(=CC=2C1=NC(=CC2)C2CN(CC2)C(=O)N2CCCC2)C=2N=C1N(C(=CC(=C1)C=O)OC)C2C [2-[1-(cyclopropylmethyl)-6-[1-(pyrrolidine-1-carbonyl)pyrrolidin-3-yl]pyrrolo[2,3-b]pyridin-2-yl]-5-methoxy-3-methylimidazo[1,2-a]pyridin-7-yl]methanone